7-(2-(2,4-Difluorophenoxy)ethyl)-2-thia-7-azaspiro[3.5]nonane 2,2-dioxide FC1=C(OCCN2CCC3(CS(C3)(=O)=O)CC2)C=CC(=C1)F